(2S,4R)-2-carboxy-4-hydroxy-1-p-nitrobenzyloxypyrrolidine C(=O)(O)[C@H]1N(C[C@@H](C1)O)OCC1=CC=C(C=C1)[N+](=O)[O-]